phenyl-nitrosamide C1(=CC=CC=C1)NN=O